Tert-Butyl (2S,3S)-2-((3',5'-difluorobiphenyl-3-yl)methyl)-3-((methylsulfonyl)amino)pyrrolidine-1-carboxylate FC=1C=C(C=C(C1)F)C1=CC(=CC=C1)C[C@@H]1N(CC[C@@H]1NS(=O)(=O)C)C(=O)OC(C)(C)C